ClC(C(=C(Cl)Cl)Cl)Cl PentachloropropaneN